4-(4-chloro-3-(chloromethyl)butyl)morpholine ClCC(CCN1CCOCC1)CCl